2-(2-Chloro-6-methyl-4-((5-oxo-4-(4-(trifluoromethoxy)phenyl)-4,5-dihydro-1H-1,2,4-triazol-1-yl)methyl)phenoxy)-2-methylpropionic acid ClC1=C(OC(C(=O)O)(C)C)C(=CC(=C1)CN1N=CN(C1=O)C1=CC=C(C=C1)OC(F)(F)F)C